2-(2-((4-methylbenzylidene)hydrazineylidene)-5-oxoimidazolidine-4-yl)acetyl chloride CC1=CC=C(C=NN=C2NC(C(N2)CC(=O)Cl)=O)C=C1